2-methyl-5-fluorobenzoic acid CC1=C(C(=O)O)C=C(C=C1)F